2-OXO-2-(PYRIDIN-2-YL)ACETALDEHYDE O=C(C=O)C1=NC=CC=C1